C(C)(C)(C)OC(=O)C1CNC2(CC1)CCCCC2 azaspiro[5.5]undecane-3-carboxylic acid tert-butyl ester